C1(CC1)CC=1C=CC(=C(C1)[C@H](C(=O)O)N1C[C@H]([C@H](C1)OCCCCCC1=NC=2NCCCC2C=C1)F)OC (R)-2-(5-(cyclopropylmethyl)-2-methoxyphenyl)-2-((3R,4S)-3-fluoro-4-((5-(5,6,7,8-tetrahydro-1,8-naphthyridin-2-yl)pentyl)oxy)pyrrolidin-1-yl)acetic acid